BrC=1C=C2C(=NC(N(C2=CC1I)C=1C(=NC=CC1C)C(C)C)=O)Cl 6-bromo-4-chloro-7-iodo-1-(2-isopropyl-4-methylpyridin-3-yl)quinazolin-2(1H)-one